C(=C(C)O)O 1,2-Propenediol